3-((S)-4-cyano-1,1,1-trifluorobutan-2-yl)-1-ethyl-1-((S)-2,2,2-trifluoro-1-(5-methoxy-4-(8-methoxyimidazo[1,2-a]pyrazin-6-yl)pyridin-2-yl)ethyl)urea C(#N)CC[C@@H](C(F)(F)F)NC(N([C@H](C(F)(F)F)C1=NC=C(C(=C1)C=1N=C(C=2N(C1)C=CN2)OC)OC)CC)=O